N1C(=CC2=CC=CC=C12)C(=O)N1[C@@H](CN(C[C@H]1C)C(=O)C1=C(C=C(C=C1)OC)F)C ((3R,5R)-4-(1H-indole-2-carbonyl)-3,5-dimethylpiperazin-1-yl)(2-fluoro-4-methoxyphenyl)methanone